[Na].C1(=CC=CC=C1)OC1=CC=CC=C1 Diphenyl Oxide Sodium